(Sa)-6-(1-([1,1'-Biphenyl]-4-ylmethyl)-4-fluoro-1H-indol-7-carboxamido)-2-deuterospiro-[3.3]heptan C1(=CC=C(C=C1)CN1C=CC2=C(C=CC(=C12)C(=O)NC1CC2(CC(C2)[2H])C1)F)C1=CC=CC=C1